3-[4-(2,2-dimethylcyclopropyl)phenyl]-2-methyl-propanal CC1(C(C1)C1=CC=C(C=C1)CC(C=O)C)C